[2-(Pyrazol-1-yl)pyridin-4-yl]methylamine N1(N=CC=C1)C1=NC=CC(=C1)CN